N-(pyridin-4-yl)pyrimidine-5-carboxamide N1=CC=C(C=C1)NC(=O)C=1C=NC=NC1